BrC=1C=2N(C=CC1)N=CC2CCCN2C(C1=CC=CC=C1C2=O)=O 2-[3-(4-bromopyrazolo[1,5-a]pyridin-3-yl)propyl]isoindoline-1,3-dione